ClC1=C(C=C(OCC(=O)N[C@H]2CC[C@@H](NC2)C(=O)N[C@@H]2C[C@H](CC2)OC(F)(F)F)C=C1)F (2r,5s)-5-[2-(4-chloro-3-fluorophenoxy)acetamido]-N-[(1s,3s)-3-(trifluoromethoxy)cyclopentyl]piperidine-2-carboxamide